C(CCC)SC1=NC(=CC(=N1)O)C(F)(F)F 2-(n-butylthio)-4-hydroxy-6-trifluoromethylpyrimidine